3-chloro-4-iodo-1-methylpyrazole ClC1=NN(C=C1I)C